tert-butyl (S)-4-(4-hydroxy-4-methylcyclohexyl)-2,2-dimethyloxazolidine-3-carboxylate OC1(CCC(CC1)[C@@H]1N(C(OC1)(C)C)C(=O)OC(C)(C)C)C